[Na+].C(CCCCCCCCCCCCCCC)(=O)OC[C@@H](OC(CCCCCCCCCCCCCCC)=O)COP(=O)(O)OC[C@H](N)C(=O)[O-] 1,2-Dipalmitoyl-sn-glycero-3-phosphoserine, sodium salt